C(C)OC(=O)NC1CN(CC1)C=1SC=C(N1)C(=O)NC(C(=O)NC(C(=O)[O-])=C)=C.C[N+](CCC[SiH3])(CCCCCCCCCCCCCCCCCC)C dimethyloctadecyl-(3-(silyl)propyl)ammonium 2-(2-(2-(3-((ethoxycarbonyl)amino)pyrrolidin-1-yl)thiazole-4-carboxamido)acrylamido)acrylate